O1C=NC=NC=C1 [1,3,5]oxadiazepine